ClC1=NC=C(C(=N1)C1=CC(=C(OCC(C#N)(C)C)C=C1)F)F (4-(2-chloro-5-fluoropyrimidin-4-yl)-2-fluorophenoxy)-2,2-dimethylpropionitrile